4-(azetidin-1-yl)butyl chloride N1(CCC1)CCCCCl